N-[(3,5-Difluoropyridin-2-yl)methyl]-3-[(3R)-3-methyl-[1,4'-bipiperidine]-1'-yl]-1,2,4-oxadiazole-5-carboxamide FC=1C(=NC=C(C1)F)CNC(=O)C1=NC(=NO1)N1CCC(CC1)N1C[C@@H](CCC1)C